[AsH](O)(O)=O ARSONIC ACID